2,5-diazabicyclo[2.2.1]heptan-2-ium C12[NH2+]CC(NC1)C2